NC1(CC2=CC(=CC=C2CC1)OC1=CC=CC2=CC=CC(=C12)C)C(=O)O 2-amino-7-((8-methylnaphthalene-1-yl)oxy)-1,2,3,4-tetrahydronaphthalene-2-carboxylic acid